2-[(2-tert-butylcyclopropyl)methoxy-(3-chloro-4-fluorophenyl)methyl]-5-methyl-4-methylsulfonyl-1H-imidazole C(C)(C)(C)C1C(C1)COC(C=1NC(=C(N1)S(=O)(=O)C)C)C1=CC(=C(C=C1)F)Cl